C(C1=CC=CC=C1)OC(=O)NC[C@@H]1[C@H](CN(CC1)C(=O)OC(C)(C)C)O |r| rac-tert-butyl (3R,4R)-4-((((benzyloxy) carbonyl) amino) methyl)-3-hydroxypiperidine-1-carboxylate